(S)-7-(3-(methoxycarbonyl)pyrrolidin-1-yl)-4H-thieno[3,4-c]chromene-8-carboxylic acid COC(=O)[C@@H]1CN(CC1)C=1C(=CC=2C=3C(COC2C1)=CSC3)C(=O)O